NC1=NC=C(C2=C1C(=C(N2C)C2=CC=C(C=C2)NC(=O)C(=C)F)C2=CC(=C(C(=O)NCC(F)(F)F)C=C2)OC)Br 4-(4-Amino-7-bromo-2-{4-[(2-fluoroacrylamino)]phenyl}-1-methylpyrrolo[3,2-c]pyridin-3-yl)-2-methoxy-N-(2,2,2-trifluoroethyl)benzamide